3-Fluoro-4-methyl-5-(pyridin-2-yl)aniline methyl-5-((3R)-1-oxido-1,2-dithiolan-3-yl)pentanoate COC(CCCC[C@H]1SS(CC1)=O)=O.FC=1C=C(N)C=C(C1C)C1=NC=CC=C1